FC=1C=C2C(C(NC2=CC1)=O)=NN=C1SCC(N1C1=CC(=CC=C1)Cl)=O 5-fluoro-3-(2-(3-(3-chlorophenyl)-4-oxothiazolidine-2-ylidene)hydrazono)-1H-indol-2-one